3-([4-(2-hydroxypropan-2-yl)furan-2-yl]sulfonyl)-1-(2-methoxyphenyl)urea OC(C)(C)C=1C=C(OC1)S(=O)(=O)NC(NC1=C(C=CC=C1)OC)=O